(3S,4S)-1-(4-amino-1,3,5-triazin-2-yl)-3-fluoro-3-methylpiperidine NC1=NC(=NC=N1)N1C[C@@](CCC1)(C)F